(S)-3-(8-(2,6-dichloro-4-fluorophenyl)-3-fluoroquinolin-5-yl)-2-(2,6-difluorobenzoylamino)propionic acid ClC1=C(C(=CC(=C1)F)Cl)C=1C=CC(=C2C=C(C=NC12)F)C[C@@H](C(=O)O)NC(C1=C(C=CC=C1F)F)=O